23,29-Difluoro-6-methyl-6-phenyl-spiro[25-oxa-3,12,20,31-tetrazapentacyclo[24.3.1.12,5.016,24.017,21]hentriaconta-1(30),2,4,16,18,21,23,26,28-nonaene-10,1'-cyclopropane]-13-one FC=1C=C2NC=CC2=C2CCC(NCC3(CC3)CCCC(C3=CN=C(C=4C(=CC=C(OC12)C4)F)N3)(C3=CC=CC=C3)C)=O